N-[(5-chloro-2-fluorophenyl)methyl]-1-[4-(4-{2-[3-(trifluoromethoxy)phenyl]acetamido}-1H-1,2,3-triazol-1-yl)butyl]-1H-1,2,3-triazole-4-carboxamide ClC=1C=CC(=C(C1)CNC(=O)C=1N=NN(C1)CCCCN1N=NC(=C1)NC(CC1=CC(=CC=C1)OC(F)(F)F)=O)F